ClC=1C=CC(=C(C1)NC(CNC(C(=O)OC)CC1=NN(C=C1)C)=O)N1N=NC(=C1)Cl Methyl 2-((2-((5-chloro-2-(4-chloro-1H-1,2,3-triazol-1-yl)phenyl)amino)-2-oxoethyl)amino)-3-(1-methyl-1H-pyrazol-3-yl)propanoate